2,5-dichloro-aniline ClC1=C(N)C=C(C=C1)Cl